Br.COC(N)=N O-methyl-isourea hydrobromide